3-amyl-oxypropionic acid pentyl ester C(CCCC)OC(CCOCCCCC)=O